CC1(CCN(CC1)CC1=CC(=C(C=C1F)N1CC(NC2(C1)CCN(CC2)C2=CC(=NC=N2)NCCCNC(OC(C)(C)C)=O)=O)F)C tert-butyl (3-((6-(4-(4-((4,4-dimethylpiperidin-1-yl)methyl)-2,5-difluorophenyl)-2-oxo-1,4,9-triazaspiro[5.5]undecan-9-yl)pyrimidin-4-yl)amino)propyl)carbamate